CN1C2=CC=C(C=C2SC=2C=C(C=CC12)C=1C=C2C=C(NC2=CC1)C(F)(F)F)C=1C=C2C=C(NC2=CC1)C(F)(F)F 10-methyl-3,7-bis-(2-(trifluoromethyl)-1H-indol-5-yl)-10H-phenothiazine